2-(trifluoromethyl)pyrimidine-5-carboxylic acid FC(C1=NC=C(C=N1)C(=O)O)(F)F